ClC=1C(=NC(=NC1)N1CCC(CC1)N(C1CCN(CC1)C=1C=C2C(N(C(C2=CC1)=O)C1C(NC(CC1)=O)=O)=O)C)NC=1C=C2C=C(C(N(C2=CC1)C)=O)OCC(C)=O 5-(4-[[1-(5-chloro-4-[[1-methyl-2-oxo-3-(2-oxopropoxy)quinolin-6-yl]amino]pyrimidin-2-yl)piperidin-4-yl](methyl)amino]piperidin-1-yl)-2-(2,6-dioxopiperidin-3-yl)isoindole-1,3-dione